2-methoxy-4-pentadecyl-benzoic acid COC1=C(C(=O)O)C=CC(=C1)CCCCCCCCCCCCCCC